N6-acetyl-5'-O-(4,4'-dimethoxytrityl)-2'-O-[2-(trifluoroacetyl)aminoethoxymethyl]adenosine 3'-O-(2-cyanoethyl N,N-diisopropyl phosphoramidite) C(#N)CCP(O)(N(C(C)C)C(C)C)O[C@H]1[C@H]([C@@H](O[C@@H]1COC(C1=CC=C(C=C1)OC)(C1=CC=C(C=C1)OC)C1=CC=CC=C1)N1C=NC=2C(NC(C)=O)=NC=NC12)OCOCCNC(C(F)(F)F)=O